CC1(OCCO1)C1=CN=C(S1)/C=C/C(=O)OC methyl (E)-3-[5-(2-methyl-1,3-dioxolan-2-yl)thiazol-2-yl]acrylate